(R)-N'-((1,2,3,5,6,7-hexahydrodicyclopenta[b,e]pyridin-8-yl)carbamoyl)-4-(hydroxymethyl)-2-(2-hydroxypropan-2-yl)thiazole-5-sulfonimidamide C1CCC2=NC3=C(C(=C21)NC(=O)N=[S@](=O)(N)C2=C(N=C(S2)C(C)(C)O)CO)CCC3